5-(4-chloro-3-fluorobenzyl)-8-((1r,4r)-4-methylcyclohexyl)-6,9-dioxo-2,5,8-triazaspiro[3.5]nonane-2-carboxamide ClC1=C(C=C(CN2C3(CN(C3)C(=O)N)C(N(CC2=O)C2CCC(CC2)C)=O)C=C1)F